CC(=CCCC=1C2C3=C(C4=CC=C(C=C4C(=C3C(C1)C2)OC)C)OC(C=C)=O)C 2-(4-methyl-3-pentenyl)-6-methyl-9-acryloyloxy-10-methoxy-1,4-dihydro-1,4-methanoanthracene